ethyl (E)-2-(2-(2,4-dichlorophenyl)hydrazineylidene)propanoate ClC1=C(C=CC(=C1)Cl)N\N=C(\C(=O)OCC)/C